ClC1=CC(=C(COC2=NC=C(C(=N2)N2C[C@@H](N(CC2)CC2=NC3=C(N2C[C@H]2OCCC2)C=C(C=C3)C(=O)O)C)F)C=C1)F 2-{[(2S)-4-{2-[(4-chloro-2-fluorobenzyl)oxy]-5-fluoropyrimidin-4-yl}-2-methylpiperazin-1-yl]methyl}-1-[(2S)-tetrahydrofuran-2-ylmethyl]-1H-benzimidazole-6-carboxylic acid